FC(C1=CC=C(NC=O)C=C1)(F)F p-trifluoromethylformanilide